OC1=CC=C(C=C1)C(CSC1=NN=NN1C1=CC=C(C=C1)C)=O 1-(4-hydroxyphenyl)-2-((1-(p-tolyl)-1H-tetrazol-5-yl)thio)ethan-1-one